2-Chloro-8-({4-[1-methyl-4-(trifluoromethyl)imidazol-2-yl]phenyl}methyl)-6H-pyrimido[5,4-b][1,4]oxazin-7-one ClC=1N=CC=2OCC(N(C2N1)CC1=CC=C(C=C1)C=1N(C=C(N1)C(F)(F)F)C)=O